9H-carbazole-3-yl-boric acid C1=CC(=CC=2C3=CC=CC=C3NC12)OB(O)O